Trimethacryl-Adamantan C(=O)(C(=C)C)C1(C2(CC3CC(CC1C3)C2)C(=O)C(=C)C)C(=O)C(=C)C